NC12CCC(CC1)(CC2)C(=O)O 4-aminobicyclo[2.2.2]octane-1-carboxylic acid